2-{3-[(2R,6S)-2,6-dimethylmorpholine-4-carbonyl]-5,6-dihydrocyclopenta[c]pyrazol-1(4H)-yl}-1-[4-(4-ethylphenyl)piperidin-1-yl]ethan-1-one C[C@@H]1CN(C[C@@H](O1)C)C(=O)C=1C2=C(N(N1)CC(=O)N1CCC(CC1)C1=CC=C(C=C1)CC)CCC2